amino-2-chloropyrimidin-5-ol NC1=NC(=NC=C1O)Cl